ClC=1C(=NC=C(C1[C@@H](C)OC=1C=C2C(=NNC2=CC1)C=1C=NC(=CC1)O[C@H]1COCC1)Cl)C 5-[(1R)-1-(3,5-dichloro-2-methyl-4-pyridyl)ethoxy]-3-[6-[(3R)-tetrahydrofuran-3-yl]oxy-3-pyridyl]-1H-indazole